CCCCCCCCOC(=O)C The molecule is the acetate ester of octan-1-ol. It has a role as a plant metabolite. It derives from an octan-1-ol.